molybdenum dimercaptodithiocarbamate SN(C([S-])=S)S.[Mo+4].SN(C([S-])=S)S.SN(C([S-])=S)S.SN(C([S-])=S)S